F[B-](F)(F)F.C(#N)C=1CC(C=CC1)=[N+]=[N-] 3-cyanodiazobenzene tetrafluoroborate